OCC1CN(C1)C1=CC2=C(N(C(N2C)=O)C2C(NC(CC2)=O)=O)C=C1 3-[5-[3-(hydroxymethyl)azetidin-1-yl]-3-methyl-2-oxo-benzimidazol-1-yl]piperidine-2,6-dione